S1C=NC2=C1C=C(C=C2)\C=C\2/N=C(NC2=O)N[C@H](CC(C)C)CF (4Z)-4-(1,3-Benzothiazol-6-ylmethylene)-2-[[(1R)-1-(fluoromethyl)-3-methyl-butyl]amino]-1H-imidazol-5-one